O-((R)-2-hydroxypropyl)-L-serinic acid O[C@@H](COC[C@H](N)C(=O)O)C